C1(=CC=C(C=C1)C1=NC(=NC(=N1)C1=CC=CC=C1)C1=CC=2C3(C4=CC=CC=C4C2C=C1)C1=CC=CC=C1C=1C=CC=CC13)C1=CC=CC=C1 2-(biphenyl-4-yl)-4-phenyl-6-[9,9'-spirobi(9H-fluoren)-2-yl]-1,3,5-triazine